N-(2-Amino-1-(4-(hydroxymethyl)thiazol-2-yl)ethyl)-5-(5-chloropyridin-2-yl)-1H-pyrrole-2-carboxamide NCC(C=1SC=C(N1)CO)NC(=O)C=1NC(=CC1)C1=NC=C(C=C1)Cl